FC=1C(=NC=CC1)SC=1C=2N(C=C(C1)C=1C(=NN(C1)[C@@H]1CNCCC1)CO)N=CC2C#N 4-[(3-fluoro-2-pyridyl)sulfanyl]-6-[3-(hydroxymethyl)-1-[(3S)-3-piperidyl]pyrazol-4-yl]pyrazolo[1,5-a]pyridine-3-carbonitrile